The molecule is a quinate that is the conjugate base of (-)-quinic acid. It has a role as a plant metabolite. It is a conjugate base of a (-)-quinic acid. C1[C@H](C([C@@H](CC1(C(=O)[O-])O)O)O)O